(S)-N-(5-chloropyridin-2-yl)-2-((R)-4,4-difluoro-3-(5-oxo-4,5-dihydropyrazin-2-yl)piperidin-1-yl)propanamide ClC=1C=CC(=NC1)NC([C@H](C)N1C[C@@H](C(CC1)(F)F)C=1N=CC(NC1)=O)=O